2-bromo-4-fluoro-5-nitropyridine BrC1=NC=C(C(=C1)F)[N+](=O)[O-]